C1(CC1)C1=C(C(=NO1)C1=C(C=CC=C1Cl)Cl)COC1=CC=C(C=C1)C#C 5-cyclopropyl-3-(2,6-dichlorophenyl)-4-((4-ethynylphenoxy)methyl)isoxazole